IC=1C(=NSC1C)C 4-iodo-3,5-dimethyl-isothiazole